CC(C)(C)[S@@](=O)N=C(C)C1=CC(=CC=C1)C(C(F)(F)F)O |r| (R/S)-2-methyl-N-(1-(3-(2,2,2-trifluoro-1-hydroxyethyl)phenyl)ethylidene)propane-2-sulfinamide